BrCCCC1=CC=CC=C1 bromo-3-phenyl-propane